3-((5-((8-(4-Acrylamidopyridin-2-yl)quinazolin-2-yl)amino)pyridin-2-yl)amino)azetidine-1-carboxylic acid tert-butyl ester C(C)(C)(C)OC(=O)N1CC(C1)NC1=NC=C(C=C1)NC1=NC2=C(C=CC=C2C=N1)C1=NC=CC(=C1)NC(C=C)=O